Dimethyl (8-hydroxy-1-methyl-1,2-dihydroquinolin-2-yl)phosphonate OC=1C=CC=C2C=CC(N(C12)C)P(OC)(OC)=O